5-(1,3-Dioxolan-2-yl)-2-(1H-pyrrol-2-yl)pyridine O1C(OCC1)C=1C=CC(=NC1)C=1NC=CC1